2,2-dimethyl-3-diethylaminopropanal CC(C=O)(CN(CC)CC)C